The molecule is a quercetin O-glucoside that is quercetin substituted by a alpha-L-[6'''-p-coumaroyl-beta-D-glucopyranosyl-(1->2)-rhamnopyranosyl] residue at position 3 via a glycosidic linkage. Isolated from Ginkgo biloba, it exhibits antioxidant activity. It has a role as a metabolite and an antioxidant. It is a quercetin O-glucoside, a cinnamate ester and a disaccharide derivative. It derives from a trans-4-coumaric acid. C[C@H]1[C@@H]([C@H]([C@H]([C@@H](O1)OC2=C(OC3=CC(=CC(=C3C2=O)O)O)C4=CC(=C(C=C4)O)O)O[C@H]5[C@@H]([C@H]([C@@H]([C@H](O5)COC(=O)/C=C/C6=CC=C(C=C6)O)O)O)O)O)O